FC1=CC=C(C=C1)C1=NN(C=C1C=O)C(=O)O 3-(4-fluorophenyl)-4-formyl-1h-pyrazole-1-carboxylic acid